Cl.C(C1=CC=CC=C1)N(CC(=O)C1=CC(=C(C=C1)O)O)CC1=CC=CC=C1 2-dibenzylamino-1-(3,4-dihydroxy-phenyl)-ethanone hydrochloride